4-[1-(2,6-dioxo-3-piperidyl)-3-methyl-2-oxo-benzimidazol-5-yl]piperidine-1-sulfonamide O=C1NC(CCC1N1C(N(C2=C1C=CC(=C2)C2CCN(CC2)S(=O)(=O)N)C)=O)=O